5-((5-vinyl-pyrazin-2-yl)methoxy)-1,3,4-thiadiazol-2-amine C(=C)C=1N=CC(=NC1)COC1=NN=C(S1)N